NCCCOC1=C(C=CC(=N1)N(C(OC(C)(C)C)=O)C)Br tert-butyl N-[6-(3-aminopropoxy)-5-bromopyridin-2-yl]-N-methylcarbamate